C(C)OC1=CC=C(C=C1)C=1C(=NNN1)C1NC(C2=CC=CC=3CCN1C32)=O 11-[5-(4-Ethoxyphenyl)-2H-1,2,3-triazol-4-yl]-1,10-diaza-tricyclo[6.3.1.04,12]dodeca-4(12),5,7-trien-9-one